C(C)OC(\N=C\1/SCCN1C1=C(C=CC=C1OC)F)=O.BrC=1C=CN2N=C(N=CC21)NC2CC(C2)(C)NC(C)=O N-[3-[(5-bromopyrrolo[2,1-f][1,2,4]triazin-2-yl)amino]-1-methylcyclobutyl]acetamide (Z)-ethyl-(3-(2-fluoro-6-methoxyphenyl)thiazolidin-2-ylidene)carbamate